COC=1C=C2C(=NC(=NC2=CC1OC)C)NC(C)C1=CC=C(S1)C1=C(CNC([C@H]2NCCC2)=O)C=C(C=C1)F N-[2-(5-{1-[(6,7-dimethoxy-2-methylquinazolin-4-yl)amino]ethyl}thiophen-2-yl)-5-fluorobenzyl]-L-prolinamide